2-chloro-6-methyl-[1,2,4]triazolo[1,5-a]pyridine ClC1=NN2C(C=CC(=C2)C)=N1